5-HYDROXY-1-METHYLIMIDAZOLIDIN-2,4-DION OC1C(NC(N1C)=O)=O